1-[5-ethylsulfonyl-6-[1-oxo-6-(trifluoromethyl)-3H-pyrrolo[3,4-c]pyridin-2-yl]-3-pyridyl]cyclopropanecarbonitrile C(C)S(=O)(=O)C=1C=C(C=NC1N1CC=2C=NC(=CC2C1=O)C(F)(F)F)C1(CC1)C#N